CN1C(=CC2=CC=CC=C12)C(=O)N 1-methyl-indole-2-carboxamide